tert-butyl (S)-3-(((2S,5R)-1-(tert-butoxy-carbonyl)-5-((R)-(3-fluorophenyl)(hydroxy)methyl)pyrrolidin-2-yl)methyl)piperidine-1-carboxylate C(C)(C)(C)OC(=O)N1[C@@H](CC[C@@H]1[C@H](O)C1=CC(=CC=C1)F)C[C@H]1CN(CCC1)C(=O)OC(C)(C)C